ClC1=NC=C(C(=N1)NCC#N)C(=O)N 2-chloro-4-((cyanomethyl)amino)pyrimidin-5-carboxamide